((3R)-4-amino-3-methyl-1,3-dihydrofuro[3,4-c]quinolin-8-yl)((3S,5R)-3-(6-ethoxy-3-pyridazinyl)-5-methyl-4-morpholinyl)methanone NC1=NC=2C=CC(=CC2C2=C1[C@H](OC2)C)C(=O)N2[C@H](COC[C@H]2C)C=2N=NC(=CC2)OCC